ClC1=CC=C(C=C1)C#CC(C(C)(C)C)(O)C1=CC=CC=C1 1-(4-chlorophenyl)-4,4-dimethyl-3-phenylpent-1-yn-3-ol